CC(C)CCCCCCCCCCC[C@H]([C@H](COP(=O)(O)O)N)O The molecule is a phosphosphingolipid that is 15-methylhexadecasphinganine bearing a single phospho substituent at position 1. It derives from a 15-methylhexadecasphinganine. It is a conjugate acid of a 15-methylhexadecasphinganine 1-phosphate(1-).